ON=C(CC(C1=CC=CC=C1)P(O)(=O)CC(C)C)C (3-(hydroxyimino)-1-phenylbutyl)(isobutyl)phosphinic acid